CC(C)C12CC(C1)(C2)NC(=O)N[C@@H](C)C2=CC(=CC=C2)OC(F)(F)F 1-(3-propan-2-yl-1-bicyclo[1.1.1]pentanyl)-3-[(1S)-1-[3-(trifluoromethoxy)phenyl]ethyl]urea